5-hexyl-2-((1R,6R)-3-methyl-6-(prop-1-en-2-yl)cyclohex-2-enyl)benzene-1,3-diol C(CCCCC)C=1C=C(C(=C(C1)O)[C@@H]1C=C(CC[C@H]1C(=C)C)C)O